Cl.NC/C(/CN1N=CN(C1=O)C1=NC(=CC=C1C)C1=CC=C(C=C1)C(=O)N1CCOCC1)=C\F 2-[(2E)-2-(aminomethyl)-3-fluoroprop-2-en-1-yl]-4-{3-methyl-6-[4-(morpholin-4-ylcarbonyl)phenyl]pyridin-2-yl}-2,4-dihydro-3H-1,2,4-triazol-3-one hydrochloride